(2-(tetrahydro-2H-pyran-2-yl)-acetyl)benzohydrazide O1C(CCCC1)CC(=O)C1=C(C(=O)NN)C=CC=C1